ClC1=CC=C(C=C1)C=1C(N(C(C1C1=CC=C(C=C1)Cl)=O)C)=O 3,4-bis(4-chlorophenyl)-1-methylpyrrole-2,5-dione